NC1=C(C(=NC=N1)C1=CC(=C(CNC(=O)C2=NOC(=N2)C(C)(C)C)C=C1)C)OCCN(C(C=C)=O)C (4-(6-amino-5-(2-(N-methylacrylamido)ethoxy)pyrimidin-4-yl)-2-methylbenzyl)-5-(tert-butyl)-1,2,4-oxadiazole-3-carboxamide